FC=1C=C(C=C(C1)F)[C@@H]1CC[C@H]2OC3(C(N21)=O)CCN(CC3)C(=O)C3=CC=C(C=C3)F (5'S,7a'R)-5'-(3,5-difluorophenyl)-1-(4-fluorobenzene-1-carbonyl)tetrahydro-3'H-spiro[piperidine-4,2'-pyrrolo[2,1-b][1,3]oxazol]-3'-one